C(C)(C)(C)C1=CC=C(C=C1)NC(C(=O)C1=CN(C2=CC=C(C=C12)C1=NOC(=N1)CN1CCOCC1)CC)=O (4-(tert-butyl)phenyl)-2-(1-ethyl-5-(5-(morpholinomethyl)-1,2,4-oxadiazol-3-yl)-1H-indol-3-yl)-2-oxoacetamide